[Na].C(CCCCCCCCCCC)(=O)N[C@@H](CCC(N)=O)C(=O)O N-lauroyl-glutamine sodium